7-(4-bromo-3-chloro-benzoyl)-N-[(4-fluoro-2-methyl-phenyl)methyl]-2-(4-methoxyphenyl)-3-oxo-6,8-dihydro-5H-imidazo[1,5-a]pyrazine-1-carboxamide BrC1=C(C=C(C(=O)N2CC=3N(CC2)C(N(C3C(=O)NCC3=C(C=C(C=C3)F)C)C3=CC=C(C=C3)OC)=O)C=C1)Cl